2-{[3-oxo-8-(1-oxo-2,3-dihydro-1H-isoindol-4-yl)-1H,2H,3H-benzo[e]isoindol-2-yl]methyl}prop-2-enamide O=C1N(CC=2C3=C(C=CC12)C=CC(=C3)C3=C1CNC(C1=CC=C3)=O)CC(C(=O)N)=C